C(C)(C)OC=1N=CSC1C(=O)O 4-isopropoxy-thiazole-5-carboxylic acid